[Cl-].C(C)(=O)OC1=C(C(=CC(=C1)C)C)C(CC(=O)OC[N+]1(CCC=C(C1)C1=NSN=C1OCCCCCC)C)(C)C 1-(((3-(2-acetoxy-4,6-dimethylphenyl)-3-methylbutanoyl)oxy)methyl)-5-(4-(hexyloxy)-1,2,5-thiadiazol-3-yl)-1-methyl-1,2,3,6-tetrahydropyridin-1-ium chloride